C(C)(C)(C)S(=O)NC1=C(C(=O)O)C=C(C=C1)C(F)(F)F 2-((tert-butylsulfinyl)amino)-5-(trifluoromethyl)benzoic acid